C(C)OC(=O)C=1N(C2=CC=CC=C2C1)C(F)(F)F (trifluoromethyl)-1H-indole-2-carboxylic acid ethyl ester